N-cyclohexyl-5-((3,5-dichlorophenyl)ethynyl)-1H-pyrrolo[2,3-b]Pyridin-4-amine C1(CCCCC1)NC=1C2=C(N=CC1C#CC1=CC(=CC(=C1)Cl)Cl)NC=C2